N-1-naphthyl-ethylendiamine C1(=CC=CC2=CC=CC=C12)NCCN